6-cyclopropyl-3-((4'-Fluoro-2-(2,2,2-trifluoroethoxy)-[1,1'-biphenyl]-3-yl)amino)pyrazine-2-carboxylic acid C1(CC1)C1=CN=C(C(=N1)C(=O)O)NC=1C(=C(C=CC1)C1=CC=C(C=C1)F)OCC(F)(F)F